sodium p-benzoyloxybenzenesulfonate C(C1=CC=CC=C1)(=O)OC1=CC=C(C=C1)S(=O)(=O)[O-].[Na+]